1-[[[4-amino-8-(trans-4-aminocyclohexyloxy)-5,5-dimethyl-6H-benzo[H]quinazolin-7-yl]amino]methyl]cyclopropanecarbonitrile NC1=NC=NC=2C3=C(CC(C12)(C)C)C(=C(C=C3)O[C@@H]3CC[C@H](CC3)N)NCC3(CC3)C#N